N-(3-cyano-5-(cyclohexylmethyl)-6-methyl-4,5,6,7-tetrahydrothieno[3,2-c]pyridin-2-yl)-2-(4-(N-(cyclohexylmethyl)sulfamoyl)phenyl)acetamide C(#N)C1=C(SC2=C1CN(C(C2)C)CC2CCCCC2)NC(CC2=CC=C(C=C2)S(NCC2CCCCC2)(=O)=O)=O